N-(2-(6-(3-(fluoromethyl)tetrahydrofuran-3-yl)pyridin-2-yl)-2H-pyrazolo[4,3-C]pyridin-6-yl)acetamide FCC1(COCC1)C1=CC=CC(=N1)N1N=C2C(C=NC(=C2)NC(C)=O)=C1